N=1NC=C2C3(CC4=C(C12)C=C(O4)C(=O)N)CCC3 2',5'-dihydrospiro[cyclobutane-1,4'-furo[2,3-g]indazole]-7'-carboxamide